ethyl 2-formyl-1-(((S)-oxetan-2-yl) methyl)-4,5,6,7-tetrahydro-1H-benzo[d]imidazole-6-carboxylate C(=O)C1=NC2=C(N1C[C@H]1OCC1)CC(CC2)C(=O)OCC